tert-butyl 4-(4-amino-7-methyl-7H-pyrrolo[2,3-d]pyrimidin-5-yl)piperidine-1-carboxylate NC=1C2=C(N=CN1)N(C=C2C2CCN(CC2)C(=O)OC(C)(C)C)C